BrN1C2(N3C(=C(C=CC3=O)C)C1=O)CCC1(CC2)CC1 bromo-8''-methyl-2''H-dispiro[cyclopropan-1,1'-cyclohexane-4',3''-imidazo[1,5-a]pyridin]-1'',5''-dione